ClC1=C(C=CC=C1NC(=O)C=1N(C2=C(CN(CC2)C)N1)C)C1=C(C(=CC=C1)C1=NC(=C(C(=C1)C)CN1CC(C1)F)OC)Cl N-(2,2'-dichloro-3'-(5-((3-fluoroazetidin-1-yl)methyl)-6-methoxy-4-methylpyridin-2-yl)-[1,1'-biphenyl]-3-yl)-1,5-dimethyl-4,5,6,7-tetrahydro-1H-imidazo[4,5-c]pyridine-2-carboxamide